1,7,7-trimethylbicyclo[2.2.1]hept-5-ene-2-ol CC12C(CC(C=C1)C2(C)C)O